2-tetradecyldodecanol C(CCCCCCCCCCCCC)C(CO)CCCCCCCCCC